tert-Butyl N-(4-bromophenyl)-N-methyl-carbamate BrC1=CC=C(C=C1)N(C(OC(C)(C)C)=O)C